NC1=NC(=NC=C1OC)C=1C=C2C=CN(C(C2=CC1F)=O)CCC[C@H]1N(CCC1)C=1C=NNC(C1C(F)(F)F)=O (S)-6-(4-amino-5-methoxypyrimidin-2-yl)-7-fluoro-2-(3-(1-(6-oxo-5-(trifluoromethyl)-1,6-dihydropyridazin-4-yl)pyrrolidin-2-yl)propyl)isoquinolin-1(2H)-one